(6-((2-(1-(Cyclopropylsulfonyl)-1H-pyrazol-4-yl)pyrimidin-4-yl)amino)-4-(isopropylamino)pyridin-3-yl)-2-methylbut-3-yn-2-ol C1(CC1)S(=O)(=O)N1N=CC(=C1)C1=NC=CC(=N1)NC1=CC(=C(C=N1)CC(C#C)(O)C)NC(C)C